(S)-8-chloro-5-methyl-3-(tritylamino)-2,3-dihydropyrido[3,2-b][1,4]oxazepin-4(5H)-one ClC1=CC=2OC[C@@H](C(N(C2N=C1)C)=O)NC(C1=CC=CC=C1)(C1=CC=CC=C1)C1=CC=CC=C1